γ-methacryloxypropyl-dimethyl-methoxysilane (S)-Methyl-2-methyl-5-((1-methylazetidin-2-yl)methoxy)benzoate COC(C1=C(C=CC(=C1)OC[C@H]1N(CC1)C)C)=O.C(C(=C)C)(=O)OCCC[Si](OC)(C)C